C1(=CC=CC=C1)CCCN1C2=CC=CC=C2C=2C=C(N=CC12)CNC1=NC=CC=2C3=CC=CC=C3N(C12)C N-{[9-(3-phenylpropyl)-β-carbolin-3-yl]methyl}-9-methyl-β-carbolin-1-amine